NC1=NC=CC(=C1Cl)OC1=C(C=C(C=C1)NC(=O)C=1C=NN(C1C(F)(F)F)C1=NC=NC=C1)F N-(4-((2-amino-3-chloropyridin-4-yl)oxy)-3-fluorophenyl)-1-(pyrimidin-4-yl)-5-(trifluoromethyl)-1H-pyrazole-4-carboxamide